C1=C(C=CC2=CC=CC=C12)C1=C(C(=O)O)C=CC=C1 naphthalen-2-ylbenzoic acid